CN(C1=NC=C(C=N1)C=1C=C(C=CC1)N(C(=O)[C@@H]1CC[C@H](CC1)O)C[C@@H]1CC[C@H](CC1)C1=CC(=C(C=C1)OC)C)C trans-N-(3-(2-(Dimethylamino)pyrimidin-5-yl)phenyl)-4-hydroxy-N-((trans-4-(4-methoxy-3-methylphenyl)cyclohexyl)methyl)-cyclohexanecarboxamide